C(C1=CC=CC=C1)OC(=O)[C@@H]1CN(S(OC1)(=O)=O)C(=O)OCC1C2=CC=CC=C2C=2C=CC=CC12 (5R)-3-(9-fluorenyl)methoxycarbonyl-2,2-dioxo-1,2,3-oxathiazinane-5-carboxylic acid benzyl ester